C[C@@H]1N(CCN(C1)C)C1=CC2=C(N=CN=C2N[C@H](C)C=2C=C(C=C(C2)C(F)(F)F)NC(C)=O)C=N1 N-(3-((R)-1-((6-((S)-2,4-dimethylpiperazin-1-yl)pyrido[3,4-d]pyrimidine-4-yl)amino)ethyl)-5-(trifluoromethyl)phenyl)acetamide